C(CCCCCCCCC)(=O)OCC1OC(CC1)COS(=O)(=O)O 5-tetrahydrofurandimethanol sulfate decanoate